C1(CCCC1)CC(C(CCCC(CCCCC(CCCC(C)C)C)C)C)CC1CCCC1 Bis(cyclopentylmethyl)(2E,4E,6E,8E,10E,12E,14E)-2,6,11,15-tetramethylhexadecane